3-(2-methoxyethoxy)-N-((3S,4R)-1-methyl-4-(2-(trifluoromethyl)phenyl)pyrrolidin-3-yl)-1H-pyrazolo[3,4-b]pyridine-5-amide COCCOC1=NNC2=NC=C(C=C21)C(=O)N[C@@H]2CN(C[C@H]2C2=C(C=CC=C2)C(F)(F)F)C